1-[trans-4-(8-Chloro-5-methoxy-5,6-dihydro-4H-[1,2,4]triazolo[4,3-a][1]benzazepin-1-yl)cyclohexyl]pyrrolidin-2-on ClC=1C=CC2=C(CC(CC=3N2C(=NN3)[C@@H]3CC[C@H](CC3)N3C(CCC3)=O)OC)C1